1-(4-methoxyphenyl)-N-[[6-(1-piperidyl)pyrazin-2-yl]methyl]methanamin COC1=CC=C(C=C1)CNCC1=NC(=CN=C1)N1CCCCC1